N-(cyclopropylmethyl)-4-(4-((1,2,3,4-tetrahydroisoquinolin-7-yl)oxy)-1H-pyrrolo[2,3-b]pyridin-3-yl)pyridin-2-amine C1(CC1)CNC1=NC=CC(=C1)C1=CNC2=NC=CC(=C21)OC2=CC=C1CCNCC1=C2